NC1=NC=C(C=N1)NC(=O)N[C@@H](C1(CC1)F)C=1OC2=C(C1C)C=C(C=C2)F (R)-1-(2-aminopyrimidin-5-yl)-3-((5-fluoro-3-methylbenzofuran-2-yl)(1-fluorocyclopropyl)methyl)urea